(5-fluoro-1H-indol-2-yl)(3-(oxetan-3-ylamino)pyrrolidin-1-yl)methanone FC=1C=C2C=C(NC2=CC1)C(=O)N1CC(CC1)NC1COC1